ClC1=C(C(=CC=C1)Cl)C=1C2=CC=C(N2)C(=C2C=CC(C(=C3C=CC(=C(C=4C=CC1N4)C4=C(C=CC=C4Cl)Cl)N3)C3=C(C=CC=C3Cl)Cl)=N2)C2=C(C=CC=C2Cl)Cl 5,10,15,20-tetra(2,6-dichlorophenyl)porphyrin